(S)-2-(1-(1-(5-ethylpyrimidin-2-yl)piperidin-4-yl)ethoxy)-5-(6-(methylsulfonyl)pyridin-3-yl)thiazolo[5,4-b]pyridin C(C)C=1C=NC(=NC1)N1CCC(CC1)[C@H](C)OC=1SC2=NC(=CC=C2N1)C=1C=NC(=CC1)S(=O)(=O)C